C(C)(C)(C)OC(=O)N(C1C(C1)C1=CC=C(C=C1)C1=CC=C(C=C1)C#N)CC1CCN(CC1)CCCC1=CC=C(C(=O)OCC)C=C1 Ethyl 4-(3-(4-(((tert-butoxycarbonyl)(2-(4'-cyano-[1,1'-biphenyl]-4-yl)cyclopropyl)amino) methyl)piperidin-1-yl)propyl)benzoate